1-(2-(6-Chloro-3-((2,4-dichlorophenyl)amino)-9H-carbazol-1-yl)ethyl)guanidine ClC=1C=C2C=3C=C(C=C(C3NC2=CC1)CCNC(=N)N)NC1=C(C=C(C=C1)Cl)Cl